COC(C1=C(N=CC=C1)C)=O 2-methyl-nicotinic acid methyl ester